C(CCCCCCC\C=C/CCCCCCCC)(=O)N(CCOP(=O)(O)O)C(CCCCCCC\C=C/CCCCCCCC)=O dioleoyl-phosphoethanolamine